C12(CC(C1)C2)NC2=NC(=NC=C2Br)NC2=C(C=C(C(=C2)[N+](=O)[O-])N(C)CCN(C)C)OC N4-(bicyclo[1.1.1]pentan-1-yl)-5-bromo-N2-(4-((2-(dimethylamino)ethyl)(methyl)amino)-2-methoxy-5-nitrophenyl)pyrimidine-2,4-diamine